NC1=NC=C(C2=C1C(=C(N2C)C=2C=NC(=CC2C)C#C)C2=CC=C(C=C2)OC2=NC(=CC=C2)C)C#N 4-amino-2-(6-ethynyl-4-methylpyridin-3-yl)-1-methyl-3-(4-((6-methylpyridin-2-yl)oxy)phenyl)-1H-pyrrolo[3,2-c]pyridine-7-carbonitrile